COC=1C2=C(N=C(N1)NC1CC(C1)(C)N1C(CCC1)=O)NC=C2C2=CC=1N(C=C2)N=CC1 1-((1r,3r)-3-((4-methoxy-5-(pyrazolo[1,5-a]pyridin-5-yl)-7H-pyrrolo[2,3-d]pyrimidin-2-yl)amino)-1-methylcyclobutyl)pyrrolidin-2-one